(R)-3-(5-ethyl-2-fluorophenyl)-1-isopropyl-N-(3-methyl-1,1-dioxidothietan-3-yl)-4,5,6,7-tetrahydro-1H-indazole-6-carboxamide C(C)C=1C=CC(=C(C1)C1=NN(C=2C[C@@H](CCC12)C(=O)NC1(CS(C1)(=O)=O)C)C(C)C)F